(t-butoxycarbonyl)-D-alanine C(C)(C)(C)OC(=O)N[C@H](C)C(=O)O